6,6-dimethyl-1,4,5,7-tetrahydroindazole CC1(CCC=2C=NNC2C1)C